COC=1C=C(C=C(C1)OC)C1=CC=C(C=C1)/C=C/C1=CC(=C(C(=C1)OC)O)CN1CCN(CCN(CC1)C)C (E)-4-(2-(3',5'-dimethoxy-[1,1'-biphenyl]-4-yl)vinyl)-2-((4,7-dimethyl-1,4,7-triazonan-1-yl)methyl)-6-methoxyphenol